4-amino-7-cyano-1,2,5-benzoxadiazole NC1=NC=C(C2=C1C=NO2)C#N